CC=1C=C2C(C=C(OC2=C(C1)C(C)NC1=C(C(=O)O)C=CC=C1)C1=CC=2C(N=C1)=CN(N2)C)=O 2-[1-[6-Methyl-2-(2-methylpyrazolo[4,3-b]pyridin-6-yl)-4-oxo-chromen-8-yl]ethylamino]benzoic acid